4-(2-chlorobenzyl)-1-(pyrrolidin-1-ylmethyl)imidazo[1,2-a]quinazolin-5(4H)-one ClC1=C(CN2C=3N(C4=CC=CC=C4C2=O)C(=CN3)CN3CCCC3)C=CC=C1